8-chloro-2-(1-(1-(ethylsulfonyl)azetidin-3-yl)-1H-pyrazol-4-yl)-7-((2-methyl-1H-benzo[d]imidazol-6-yl)oxy)quinoxaline ClC=1C(=CC=C2N=CC(=NC12)C=1C=NN(C1)C1CN(C1)S(=O)(=O)CC)OC=1C=CC2=C(NC(=N2)C)C1